6-acetamido-naphthalene C(C)(=O)NC=1C=C2C=CC=CC2=CC1